O=C1NC(CCC1C1=NN(C2=C(C=CC=C12)NCC1CCC(CC1)CNC(OC(C)(C)C)=O)C)=O tert-butyl (((1s,4s)-4-(((3-(2,6-dioxopiperidin-3-yl)-1-methyl-1H-indazol-7-yl)amino)methyl)cyclohexyl)methyl)carbamate